ClC=1C=CC(=C(C1)N1CC(N(CC1=O)C(C(=O)NC=1C=C2COC(C2=CC1)=O)CC1=CC=CC=C1)=O)N1N=NN=C1 2-(4-(5-chloro-2-(1H-tetrazol-1-yl)phenyl)-2,5-dioxopiperazin-1-yl)-N-(1-oxo-1,3-dihydroisobenzofuran-5-yl)-3-phenylpropanamide